5-benzyl-2-methyl-2-(4-nitrophenyl)-2,3-dihydro-1,3,4-thiadiazole C(C1=CC=CC=C1)C1=NNC(S1)(C1=CC=C(C=C1)[N+](=O)[O-])C